tert-butyl (3R)-3-[[2-(4-pyridyl)thieno[3,2-c]pyridin-4-yl]amino]piperidine-1-carboxylate N1=CC=C(C=C1)C1=CC=2C(=NC=CC2S1)N[C@H]1CN(CCC1)C(=O)OC(C)(C)C